CC(COC1=CC=C(C=C1)C1CN(C1)C(=O)OC(C)(C)C)(C)C tert-Butyl 3-[4-(2,2-dimethylpropoxy)phenyl]azetidine-1-carboxylate